O1C(NC2=C1C=CC(=C2)NC2=NC(=NC=C2C)NC=2C=CC(=NC2)N2[C@@H]1CN([C@H](C2)C1)C)=O N4-(benzoxazolin-2-on-5-yl)-N2-[2-((1S,4S)-5-methyl-2,5-diazabicyclo[2.2.1]heptan-2-yl)pyridin-5-yl]-5-methylpyrimidine-2,4-diamine